(±)-5-((4-(3-Aminoazetidin-1-yl)-3-((methylsulfinyl)methyl)phenyl)amino)-7-(cyclopropylamino)pyrazolo[1,5-a]pyrimidine-3-carbonitrile NC1CN(C1)C1=C(C=C(C=C1)NC1=NC=2N(C(=C1)NC1CC1)N=CC2C#N)C[S@](=O)C |r|